5-(8-chloro-4-methylquinazolin-6-yl)-4-(furan-2-yl)-6-methylpyrimidin-2-amine ClC=1C=C(C=C2C(=NC=NC12)C)C=1C(=NC(=NC1C)N)C=1OC=CC1